CN(C)CC1(CC1)COC=1N=C(C2=C(N1)CN(CC2)C2=CC=CC1=CC=CC(=C21)CC)N2CC(OCCC2)C(C)O (4-(2-((1-((dimethylamino)methyl)cyclopropyl)methoxy)-7-(8-ethylnaphthalen-1-yl)-5,6,7,8-tetrahydropyrido[3,4-d]pyrimidin-4-yl)-1,4-oxazepan-2-yl)ethan-1-ol